1-methyl-6-oxo-pyridine-3-carbaldehyde CN1C=C(C=CC1=O)C=O